C(C1=CC=CC=C1)N1CC(C1)C(=O)N[C@@H]1C(N(C2=C(OC1)C=CC=C2)C)=O (S)-1-benzyl-N-(5-methyl-4-oxo-2,3,4,5-tetrahydrobenzo[b][1,4]oxazepin-3-yl)azetidine-3-carboxamide